2-((2,5-dibromothiophene-3-yl)methylene)-1H-cyclopenta[b]naphthalene-1,3(2H)-dione BrC=1SC(=CC1C=C1C(C=2C(=CC3=CC=CC=C3C2)C1=O)=O)Br